3-(2-amino-4-fluoro-5-methoxyphenyl)acrylic acid ethyl ester C(C)OC(C=CC1=C(C=C(C(=C1)OC)F)N)=O